FC(OC=1C=C(C=CC1)C1=CN=C(O1)C(=O)[O-])(F)F.[Li+] lithium 5-(3-(trifluoromethoxy)phenyl)oxazole-2-carboxylate